4-amino-3-ethynyl-benzonitrile NC1=C(C=C(C#N)C=C1)C#C